7-bromo-1,2,3,9b-tetrahydrobenzo[c]thieno[2,1-e]isothiazole 4-oxide BrC=1C=CC2=C(NS3(C2CCC3)=O)C1